C(#N)C1CN(C1)S(=O)(=O)N1C[C@H](CCC1)C(=O)N1[C@H](CCC1)C(=O)N[C@@H](C1=CC=C(C=C1)S(F)(F)(F)(F)F)C1CC1 1-(((3S)-1-((3-cyano-1-azetidinyl)sulfonyl)-3-piperidinyl)carbonyl)-N-((R)-cyclopropyl(4-(pentafluoro-lambda~6~-sulfanyl)phenyl)methyl)-D-prolinamide